NC1=NC=CC(=C1[N+](=O)[O-])Cl 2-amino-4-chloro-3-nitropyridine